2,2-difluoro-2-(2-fluoro-4-isopropoxyphenyl)acetic acid FC(C(=O)O)(C1=C(C=C(C=C1)OC(C)C)F)F